8-iodo-3-azabicyclo[3.2.1]Octane-3-carboxylic acid tert-butyl ester C(C)(C)(C)OC(=O)N1CC2CCC(C1)C2I